N-[4-tert-butyl-2-(4-fluoro-2-methoxy-phenoxy)-6-methyl-phenyl]-2,2,2-trifluoro-acetamide C(C)(C)(C)C1=CC(=C(C(=C1)C)NC(C(F)(F)F)=O)OC1=C(C=C(C=C1)F)OC